CS(=O)(=O)O.FC(OC(=O)[Na])(C12CC3(CC(CC(C1)C3)C2)O)F difluoro-(3-hydroxy-adamantan-1-yl-methoxycarbonyl)-sodium methanesulfonate